ClC=1C(=NC(=NC1)NC1CCOCC1)C1=CC=C2CN(C(C2=C1)=O)CC(=O)NC(C)C1=C(C(=CC=C1)F)F 2-(6-{5-chloro-2-[(oxan-4-yl)amino]pyrimidin-4-yl}-1-oxo-2,3-dihydro-1H-isoindol-2-yl)-N-[1-(2,3-difluorophenyl)ethyl]acetamide